C1(CCC1)N1N=C(C(=C1NC(=O)[C@@H]1C(C1)(F)F)C)C1CC(C1)(F)F (R)-N-(1-cyclobutyl-3-(3,3-difluorocyclobutyl)-4-methyl-1H-pyrazol-5-yl)-2,2-difluoro-cyclopropane-1-carboxamide